FC=C(C(F)F)F cis-1,2,3,3-tetrafluoropropylene